tetrapentylammonium hydride [H-].C(CCCC)[N+](CCCCC)(CCCCC)CCCCC